C1=CC(=C(C=C1C2=[O+]C3=CC(=CC(=C3C=C2O[C@H]4[C@@H]([C@H]([C@@H]([C@H](O4)CO)O)O)O[C@H]5[C@@H]([C@H]([C@@H]([C@H](O5)C(=O)O)O)O)O)O)O)O)O The molecule is an anthocyanin cation comprising cyanidin(1+) having a beta-D-glucopyranuronosyl-(1->2)-beta-D-glucopyranosyl residue attached at the 3-position. It is an anthocyanin cation and a beta-D-glucoside. It derives from a cyanidin cation. It is a conjugate acid of a cyanidin 3-O-(2-O-beta-D-glucuronosyl)-beta-D-glucoside betaine.